3-((tert-butyldimethylsilyl)oxy)-1-(p-tolyl)propan-1-ol [Si](C)(C)(C(C)(C)C)OCCC(O)C1=CC=C(C=C1)C